OC=1C=C(C=CC1O)[C@H]1OC=2C(C[C@@H]1O)=C(C=C(C2[C@H]2[C@@H]([C@H](OC1=C2C(=CC(=C1)O)O)C1=CC(=C(C=C1)O)O)O)O)O (2r,3s)-2-(3,4-dihydroxyphenyl)-8-[(2r,3s,4s)-2-(3,4-dihydroxyphenyl)-3,5,7-trihydroxy-3,4-dihydro-2H-benzopyran-4-yl]-3,4-dihydro-2H-benzopyran-3,5,7-triol